2-(2-amino-ethyl)-1'-(cis-4-isopropyl-cyclohexyl)-1,2-dihydro-3H-spiro[isoquinoline-4,4'-piperidin]-3-one NCCN1CC2=CC=CC=C2C2(CCN(CC2)[C@@H]2CC[C@@H](CC2)C(C)C)C1=O